2H-1,6-naphthyridine N1CC=CC2=CN=CC=C12